CN1CCN(CC1)C1=CC(=C(C(=O)OC(C)(C)C)C=C1)N(C(C(F)(F)F)=O)C1CCN(CC1)C tert-Butyl 4-(4-methylpiperazin-1-yl)-2-[(1-methylpiperidin-4-yl)(trifluoroacetyl)amino]benzoate